7-[(3R)-3,4-dimethylpiperazin-1-yl]-2-(8-fluoro-2-methylimidazo[1,2-a]pyridin-6-yl)-4H-pyrido[1,2-a]pyrimidin-4-one C[C@@H]1CN(CCN1C)C=1C=CC=2N(C(C=C(N2)C=2C=C(C=3N(C2)C=C(N3)C)F)=O)C1